BrC1=CN(C2=CC=C(C=C12)N1C(=NC=C1)C1=NC(=CC=C1)C)C1OCCCC1 3-(3-bromo-1-(tetrahydro-2H-pyran-2-yl)-1H-indol-5-yl)-2-(6-methylpyridin-2-yl)imidazole